FC1=C2C=C(NC2=CC=C1OC1=CC=NC2=CC(=C(C=C12)OC)O)C 4-(4-fluoro-2-methyl-1H-indol-5-yloxy)-6-methoxy-7-hydroxyquinoline